CNC(=O)C=1N=NN(C1)CCCCC=1N=NC(=CC1)NC(CC=1C=NC=C(C1)C1=CC(=CC=C1)OC(F)(F)F)=O N-methyl-1-{4-[6-(2-{5-[3-(trifluoromethoxy)phenyl]pyridin-3-yl}acetamido)pyridazin-3-yl]butyl}-1H-1,2,3-triazole-4-carboxamide